4-((2-morpholinoethoxy)methyl)aniline O1CCN(CC1)CCOCC1=CC=C(N)C=C1